2-[acetyl-(isothiazol-4-yl)amino]-N-(2,2-dimethylcyclobutyl)-5-methyl-thiazole-4-carboxamide C(C)(=O)N(C=1SC(=C(N1)C(=O)NC1C(CC1)(C)C)C)C=1C=NSC1